Trans-1-methyl-3-(1,3,4-thiadiazol-2-yl)cyclobutan-1-ol CC1(CC(C1)C=1SC=NN1)O